OC1=C(C=CC2=C1CCO2)C2=C(N=C(N=N2)N[C@H]2CN(CCC2)CCCC(=O)N(C)C)C 4-[(3R)-3-[[6-(4-hydroxy-2,3-dihydrobenzofuran-5-yl)-5-methyl-1,2,4-triazin-3-yl]amino]-1-piperidyl]-N,N-dimethyl-butanamide